N[C@@]1(CN(CC1)C1=C(C(=NC=C1C(=O)NC12CC(C1)C2)Cl)C2=CC(=CC(=C2)F)F)C (S)-4-(3-amino-3-methylpyrrolidin-1-yl)-N-(bicyclo[1.1.1]pentan-1-yl)-6-chloro-5-(3,5-difluorophenyl)nicotinamide